[I-].[I-].CC1=C(C(=C(C1(C)[Zr+2]C1C=CC2=C(C=CC(=C12)C)C)C)C)C (pentamethylcyclopentadienyl)(4,7-dimethylindenyl)zirconium diiodide